(1aR,5aR)-2-(2,4-Difluoro-phenyl)-1a,2,5,5a-tetrahydro-1H-2,3-diaza-cyclopropa[a]pentalene-4-carboxylic acid (6-fluoro-pyridin-2-yl)-amide FC1=CC=CC(=N1)NC(=O)C=1C=2C[C@@H]3[C@H](C2N(N1)C1=C(C=C(C=C1)F)F)C3